methyl 3-[[5-[1-[3-[tert-butyl (dimethyl) silyl] oxypropyl] indol-2-yl]-2,4-difluoro-phenyl] sulfamoyl]-5-chloro-4-methoxybenzoate [Si](C)(C)(C(C)(C)C)OCCCN1C(=CC2=CC=CC=C12)C=1C(=CC(=C(C1)NS(=O)(=O)C=1C=C(C(=O)OC)C=C(C1OC)Cl)F)F